(S)-lithium 2-(benzyloxycarbonyl (methyl) amino)-3-phenylpropionate C(C1=CC=CC=C1)OC(=O)N(C(C(=O)[O-])CC1=CC=CC=C1)C.[Li+]